4-(4-(4-phenylpiperazin-1-yl)quinolin-6-yl)pyridin-2-amine C1(=CC=CC=C1)N1CCN(CC1)C1=CC=NC2=CC=C(C=C12)C1=CC(=NC=C1)N